(2R,3S,5R)-5-(6-amino-2-fluoro-9H-purin-9-yl)-2-ethynyl-2-(hydroxymethyl)tetrahydrofuran-3-yl methylcarbamate CNC(O[C@@H]1[C@](O[C@H](C1)N1C2=NC(=NC(=C2N=C1)N)F)(CO)C#C)=O